3-[2,4-bis(trifluoromethyl)phenyl]-7-fluoro-1-[3-(6-methoxy-1,2-diazin-3-yl)prop-2-ynyl]-2,3,4,5-tetrahydro-1H-1-benzazepin-2-one FC(C1=C(C=CC(=C1)C(F)(F)F)C1C(N(C2=C(CC1)C=C(C=C2)F)CC#CC=2N=NC(=CC2)OC)=O)(F)F